C(#N)CC1(CC1)CNC=1C=C(C(=O)OC)C=CC1[N+](=O)[O-] Methyl 3-(((1-(cyanomethyl) cyclopropyl) methyl) amino)-4-nitrobenzoate